NC1=NC(=C(C=C1C=1C=C2CCNC(C2=CC1)=O)C1=CC=C(C=C1)N1CC(CC1)N(C)CC(C)C)F 6-(2-amino-6-fluoro-5-(4-(3-(isobutyl(methyl)amino)pyrrolidin-1-yl)phenyl)pyridin-3-yl)-3,4-dihydroisoquinolin-1(2H)-one